FC1(CC=NC2=CC=CC=C12)C(=O)O (E)-4-fluoro-quinoline-4-carboxylic acid